O=C1N(C(C2=CC=CC=C12)=O)C(C(=O)O)CCC(=O)O 2-(1,3-dioxo-2,3-dihydro-1H-isoindol-2-yl)glutaric acid